CC1=CC=C(C=C1)S(=O)(=O)OC[C@H]1CN2C=3C(=C(SC3C(N1)=O)Br)OCC2 (R)-(2-bromo-9-oxo-4,5,6,7,8,9-hexahydro-3-oxa-1-thia-5a,8-diazabenzo[cd]azulen-7-yl)methyl 4-methylbenzenesulfonate